C(C)C1=C2C(=NO1)C=C(C=C2)Br ethyl-6-bromobenzo[c]isoxazole